C(C)(C)(C)OC(=O)N(C=1SC(=CN1)C=1C=CC(=C(C(=O)OC)C1)F)CC1=CC=C(C=C1)OC methyl 5-(2-((tert-butoxycarbonyl) (4-methoxybenzyl) amino) thiazol-5-yl)-2-fluorobenzoate